3-bromodibenzo[b,d]thiophene BrC=1C=CC2=C(SC3=C2C=CC=C3)C1